Ethyl (5R)-2-[1-(2-methoxyethyl) pyrazol-4-yl]-5-methyl-6,7-dihydro-5H-pyrazolo[5,1-b][1,3]oxazine-3-carboxylate COCCN1N=CC(=C1)C1=NN2C(O[C@@H](CC2)C)=C1C(=O)OCC